ClC1=C2C=CNC2=CC(=C1)NC(NC1CCOC2=C1C=C(C=C2)Cl)=O 3-(4-chloro-1H-indol-6-yl)-1-(6-chloro-3,4-dihydro-2H-1-benzopyran-4-yl)urea